COC1=C(C=C(C=C1)C)[C@@]1([C@@H](C1)C=1C=NC=C(C1)OC)C(=O)NS(=O)(=O)C=1C=2C=CC(=NC2C=CC1)C |r| rac-(1r,2s)-1-(2-methoxy-5-methylphenyl)-2-(5-methoxypyridin-3-yl)-N-(2-methylquinoline-5-sulfonyl)cyclopropane-1-carboxamide